((3aR,6aS)-5-(4,6-dimethylpyrimidin-2-yl)hexahydro-2H-pyrrolo[3,4-d]isoxazol-2-yl)(2-fluoro-6-(2H-1,2,3-triazol-2-yl)phenyl)methanone CC1=NC(=NC(=C1)C)N1C[C@@H]2CN(O[C@@H]2C1)C(=O)C1=C(C=CC=C1N1N=CC=N1)F